(3-methylsulfinylphenyl)boronic acid CS(=O)C=1C=C(C=CC1)B(O)O